(1S,2R)-N-(5-(5-methoxybenzo[d]oxazol-2-yl)-8-(methylamino)-2,7-naphthyridin-3-yl)-2-(trifluoromethyl)cyclopropane-1-carboxamide COC=1C=CC2=C(N=C(O2)C2=C3C=C(N=CC3=C(N=C2)NC)NC(=O)[C@@H]2[C@@H](C2)C(F)(F)F)C1